Dihexyl 2-(6-((3-((tert-butoxycarbonyl)amino)propyl)amino)hexyl)malonate C(C)(C)(C)OC(=O)NCCCNCCCCCCC(C(=O)OCCCCCC)C(=O)OCCCCCC